((2,3-Difluoropropoxy)methyl)benzene FC(COCC1=CC=CC=C1)CF